[3-(2H-benzotriazole-2-yl)-4-hydroxy-5-tertiary butyl-phenyl]propionic acid decyl ester C(CCCCCCCCC)OC(C(C)C1=CC(=C(C(=C1)C(C)(C)C)O)N1N=C2C(=N1)C=CC=C2)=O